CN(C1=NC=C(C=N1)S(=O)(=O)C1=CC=C(C=C1)CNC(=O)C1=CC=2C(=CN=CC2)S1)C N-({4-[2-(dimethylamino)pyrimidine-5-sulfonyl]phenyl}methyl)thieno[2,3-c]pyridine-2-carboxamide